6-(7,8-dimethyl-[1,2,4]triazolo[4,3-b]pyridazin-6-yl)-5,6,7,8-tetrahydro-1,6-naphthyridin-3-amine CC1=C(C=2N(N=C1N1CC=3C=C(C=NC3CC1)N)C=NN2)C